C(C1=CC=CC=C1)N1N=CC(=C1)C(=O)C(C#N)CC(OC)OC (1-benzyl-1H-pyrazole-4-carbonyl)-4,4-dimethoxybutyronitrile